4-[[[2-(6-chloro-2-oxo-4-phenyl-chromen-7-yl)oxyacetyl]amino]methyl]cyclohexanecarboxylic acid ClC=1C=C2C(=CC(OC2=CC1OCC(=O)NCC1CCC(CC1)C(=O)O)=O)C1=CC=CC=C1